FC1=C(C(=CC=C1CC(C)C)C=1N=NNN1)N1CCN(CC1)CC=1SC(=CN1)C 2-[[4-[2-fluoro-3-isobutyl-6-(2H-tetrazol-5-yl)phenyl]piperazin-1-yl]methyl]-5-methyl-thiazole